(2R,5S)-4-(4-(1H-1,2,4-triazol-1-yl)cyclohexyl)-5-(4-chlorobenzyl)-2-((methylsulfonyl)methyl)-morpholine hydrochloride Cl.N1(N=CN=C1)C1CCC(CC1)N1C[C@@H](OC[C@@H]1CC1=CC=C(C=C1)Cl)CS(=O)(=O)C